4-amino-N-(3-(3-aminoprop-1-yn-1-yl)-4-(1-fluorocyclopropane-1-carbonyl)phenyl)butanamide NCCCC(=O)NC1=CC(=C(C=C1)C(=O)C1(CC1)F)C#CCN